2-[(1S)-1-amino-2-methylpropyl]-5-chloro-N-[(furan-2-yl)methyl]-3-methylthieno[3,2-b]pyridin-7-amine hydrochloride Cl.N[C@@H](C(C)C)C1=C(C2=NC(=CC(=C2S1)NCC=1OC=CC1)Cl)C